(2S,3R)-(+)-2-Fluoro-3-hydroxy-2-methyl-2,3-dihydro-1H-inden-1-one F[C@@]1(C(C2=CC=CC=C2[C@H]1O)=O)C